2-(vinyloxy)tetrahydropyran C(=C)OC1OCCCC1